FC1=C(C(=O)NC2=NC=CC(=C2)C(F)(F)F)C=CC(=C1)C1=CC2=C(N=C(N=C2)NC)N2C1=NCC2 2-fluoro-4-(2-(methylamino)-8,9-dihydroimidazo[1',2':1,6]pyrido[2,3-d]pyrimidin-6-yl)-N-(4-(trifluoromethyl)pyridin-2-yl)benzamide